6-Chloro-4-(3-methoxy-5-(1H-pyrazol-1-yl)phenoxy)quinoline ClC=1C=C2C(=CC=NC2=CC1)OC1=CC(=CC(=C1)N1N=CC=C1)OC